C(C)(C)(C)NC1=NC=C2N=C(N(C2=N1)C1CCNCC1)NC1=CC(=CC=C1)OC(F)(F)F N2-tert-butyl-9-(piperidin-4-yl)-N8-(3-(trifluoromethoxy)phenyl)-9H-purine-2,8-diamine